O[C@H]1[C@@H]([C@H]([C@H](C1)O)C/C=C/CCCC(=O)O)CC[C@H](CCC1=CC=CC=C1)O (E)-7-[(1R,2R,3R,5S)-3,5-dihydroxy-2-[(3R)-3-hydroxy-5-phenylpentyl]cyclopentyl]hept-5-enoic acid